ClC1=C(C2=C(N(C1=O)C)CN(N2C)CC#N)N2C[C@H](N(CC2)C(C)C=2C=C1N=CC=NC1=CC2)CC 2-(6-chloro-7-((3R)-3-ethyl-4-(1-(quinoxalin-6-yl)ethyl)piperazin-1-yl)-4-methyl-1-methyl-5-oxo-4,5-dihydro-2H-pyrazolo[4,3-b]Pyridin-2-yl)acetonitrile